(S)-N-(1-(3-chlorophenyl)-2-hydroxyethyl)-1-(2-(cyclopropylamino)pyridin-4-yl)-1H-imidazole-4-carboxamide ClC=1C=C(C=CC1)[C@@H](CO)NC(=O)C=1N=CN(C1)C1=CC(=NC=C1)NC1CC1